4,5-dimethyl-5-(trifluoromethyl)-3-(((trifluoromethyl) sulfonyl) oxy)-4,5-dihydrofuran-2-carboxylate CC1C(=C(OC1(C(F)(F)F)C)C(=O)[O-])OS(=O)(=O)C(F)(F)F